FC(C1=NN=C(O1)C1=CC(=C(CN(C(=O)N2CCSCC2)C2=CC=CC=C2)C=C1)F)F N-(4-(5-(difluoromethyl)-1,3,4-oxadiazol-2-yl)-2-fluorobenzyl)-N-phenylthiomorpholin-4-carboxamide